C(C)N1CC2=C(CC1)C(=NN2)C(=O)N2CCC(CC2)C2=C(C(=CC=C2)F)C(F)(F)F (6-ethyl-4,5,6,7-tetrahydro-1H-pyrazolo[3,4-c]pyridin-3-yl)(4-(3-fluoro-2-(trifluoromethyl)phenyl)piperidin-1-yl)methanone